Cl.Cl.CC=1OC2=C(N1)C(=CC(=C2)C=2C=C(C(=NC2)C=2N=NC(=CC2)O[C@H]2[C@H](C(NC(C2)(C)C)(C)C)F)O)C 5-(2,4-dimethyl-1,3-benzoxazol-6-yl)-2-(6-{[(3S,4R)-3-fluoro-2,2,6,6-tetramethylpiperidin-4-yl]oxy}pyridazin-3-yl)pyridin-3-ol dihydrochloride